N-(cis-2-bicyclopropyl-2-yl-phenyl)-3-difluoromethyl-1-methyl-1H-pyrazole-4-carboxamide C1(C(C1)C1=C(C=CC=C1)NC(=O)C=1C(=NN(C1)C)C(F)F)C1CC1